C(C1=CC=CC=C1)OC(=O)[C@H]1NC[C@](C1)(COC)F (2S,4R)-4-fluoro-4-(methoxymethyl)pyrrolidine-2-carboxylic acid benzyl ester